NC=1C=2N(C3=CC(=C(C=C3N1)F)C(=O)N1[C@@H]3[C@H](CCC1)OCC=1C=C(C=CC13)C=1C=NN(C1)C(F)F)C=NC2 |r| Rac-(4-amino-7-fluoroimidazo[1,5-a]quinoxalin-8-yl)((4aS,10bS)-8-(1-(difluoromethyl)-1H-pyrazol-4-yl)-2,3,4,4a,6,10b-hexahydro-1H-isochromeno[4,3-b]pyridin-1-yl)methanone